N-(4-methoxyphenyl)-2-(quinoline-2-carbonyl)hydrazine-1-carbothioamide COC1=CC=C(C=C1)NC(=S)NNC(=O)C1=NC2=CC=CC=C2C=C1